3-(5-(3-(1H-pyrrolo[2,3-B]pyridin-3-yl)phenyl)isoxazol-3-yl)-3-hydroxy-1-methylpyrrolidin-2-one N1C=C(C=2C1=NC=CC2)C=2C=C(C=CC2)C2=CC(=NO2)C2(C(N(CC2)C)=O)O